iron-manganese oxide nitrogen [N+3].[O-2].[Mn+2].[Fe+2]